N1N=NC=2C=NC=3C=NC=CC3C21 [1,2,3]triazolo[4,5-c][1,7]naphthyridin